Trimethoxy(2-vinylphenyl)silane tert-Butyl-(S)-4-(5-bromo-7H-pyrrolo[2,3-d]pyrimidin-4-yl)-3-methylpiperazine-1-carboxylate C(C)(C)(C)OC(=O)N1C[C@@H](N(CC1)C=1C2=C(N=CN1)NC=C2Br)C.CO[Si](C2=C(C=CC=C2)C=C)(OC)OC